CC1=CC2=C(N=C(N=C2NCCCC2=CC=CC=C2)C=2OC(=CC2)C)S1 6-methyl-2-(5-methylfuran-2-yl)-N-(3-phenylpropyl)thieno[2,3-d]pyrimidin-4-amine